6-[5-(difluoromethyl)-1,3,4-oxadiazol-2-yl]-2-[(1RS,2SR)-2-(4-fluorophenyl)-2-hydroxy-1-(pyrimidin-2-yl)ethyl]-2,3-dihydro-1H-isoindol-1-one FC(C1=NN=C(O1)C1=CC=C2CN(C(C2=C1)=O)[C@@H]([C@@H](O)C1=CC=C(C=C1)F)C1=NC=CC=N1)F |r|